BrC=1C(=C2C(=NC1)C(CN2)(F)F)C 6-bromo-3,3-difluoro-7-methyl-1H,2H,3H-pyrrolo[3,2-b]pyridine